CC1=NOC(C1)C(=O)Cl methyl-4H-isoxazole-5-carbonyl chloride